(R)-3-(5-((R)-3-(tert-butoxy)-2-hydroxy-3-oxopropoxy)-2H-indazol-2-yl)Pyrrolidine-1-carboxylic acid C(C)(C)(C)OC([C@@H](COC1=CC2=CN(N=C2C=C1)[C@H]1CN(CC1)C(=O)O)O)=O